FC(C(=O)N)(C(F)(F)F)F 2,2,3,3,3-pentafluoropropionamide